OCC[N+](C)(C)C.P(=O)(OCCCCCCCCCCCC)([O-])[O-].OCC[N+](C)(C)C dodecyl phosphate choline salt